(3R)-7-((S)-4-acryloyl-2-methylpiperazin-1-yl)-9-chloro-3-((dimethylamino)methyl)-10-(2-fluoro-6-hydroxyphenyl)-2H-[1,4]oxazino[2,3,4-ij]quinazolin-5(3H)-one C(C=C)(=O)N1C[C@@H](N(CC1)C1=NC(N2C3=C(C(=C(C=C13)Cl)C1=C(C=CC=C1O)F)OC[C@H]2CN(C)C)=O)C